CC1=C(C[C@@H]2CC3(CN(C3)C(=O)OC(C)(C)C)CC2)C=CC(=C1)C(F)(F)F |r| (rac)-tert-Butyl 6-(2-methyl-4-(trifluoromethyl)benzyl)-2-azaspiro[3.4]octane-2-carboxylate